(R)-N,2-dimethyl-N-((R)-1-(5-(trifluoromethyl)pyridin-2-yl)ethyl)propane-2-sulfinamide CN([S@](=O)C(C)(C)C)[C@H](C)C1=NC=C(C=C1)C(F)(F)F